(difluorophosphoryl)(2-picolinic acid) imide FP(=O)(F)C=1C(=NC=CC1)C(O)=N